tetra(iso-propyl)titanium (i) C(C)(C)[Ti-3](C(C)C)(C(C)C)C(C)C